C1=C(C=CC2=CC=CC=C12)S(=O)(=O)O.C1=C(C=CC2=CC=CC=C12)S(=O)(=O)O 2-naphthalenesulfonic acid (2-naphthalenesulfonate)